2-dicyanomethylidene-3-cyano-4-methyl-5,5-bis(4-fluorophenyl)-2,5-dihydrofuran C(#N)C(=C1OC(C(=C1C#N)C)(C1=CC=C(C=C1)F)C1=CC=C(C=C1)F)C#N